C(C)(=O)[O-].C1(=CC=CC1)CCOCCOCCOCC[NH3+] 2-(2-(2-(2-(cyclopenta-1,3-dien-1-yl)ethoxy)ethoxy)ethoxy)ethan-1-aminium acetate